CNC(=O)C1=CC=C(C=N1)N1CCC(CC1)CNC(OC(C)(C)C)=O tert-butyl ((1-(6-(methylcarbamoyl)pyridin-3-yl)piperidin-4-yl)methyl)carbamate